CN1N=NC2=C1C=CC(=C2C)[C@@H](C(C(=O)OCC[Si](C)(C)C)(C)C)C=2C=C1CCCC1=C(C2)COCC2=CC=C(C=C2)OC 2-(Trimethylsilyl)ethyl (3S)-3-(1,4-dimethyl-1H-benzotriazol-5-yl)-3-(7-{[(4-methoxybenzyl)oxy]methyl}-2,3-dihydro-1H-inden-5-yl)-2,2-dimethylpropanoate